C[C@@H]1N(CCN(C1)C=1C2=C(N=C(N1)OC[C@H]1N(CCC1)C)CNCC2)C(=O)OCC2=CC=CC=C2 Benzyl (S)-2-methyl-4-(2-(((S)-1-methylpyrrolidin-2-yl) methoxy)-5,6,7,8-tetrahydropyrido[3,4-d]pyrimidin-4-yl)piperazine-1-carboxylate